FC1=C(C(=CC=C1)F)NC1=CC(=C(C=C1C)N=CN(C)CC)C N'-(4-((2,6-difluorophenyl)amino)-2,5-dimethylphenyl)-N-ethyl-N-methylformimidamide